C1(CCC1)OC1=C(C=CC(=C1F)F)[C@@H]1[C@@H](O[C@@]([C@H]1C)(C(F)(F)F)C)C(=O)NC1=CC(=NC=C1)C(=O)N 4-[[(2R,3R,4S,5S)-3-[2-(Cyclobutoxy)-3,4-difluorophenyl]-4,5-dimethyl-5-(trifluoromethyl)tetrahydrofuran-2-carbonyl]amino]pyridin-2-carboxamid